NCC#CC=1C=C(C=CC1)C1=CC=C(O1)C(=O)NC1CCNCC1 5-(3-(3-aminoprop-1-yn-1-yl)phenyl)-N-(piperidin-4-yl)furan-2-carboxamide